7-[3-(2-ethylamino)propoxy]-3-acetylcoumarin oxime CCNCCCOC1=CC=C2C=C(C(OC2=C1)=NO)C(C)=O